6-(4-isopropyl-3-(4-(4-methylpiperazin-1-yl)cyclohexyl)-1H-pyrazol-5-yl)-8-methyl-[1,2,4]triazolo[1,5-a]pyridine C(C)(C)C=1C(=NNC1C=1C=C(C=2N(C1)N=CN2)C)C2CCC(CC2)N2CCN(CC2)C